C(C)(C)(C)OC(N(CCCCOC\C=C\B1OC(C(O1)(C)C)(C)C)C)=O.BrC1=C(C(=C(C=C1)NC(C)=O)F)C(F)(F)F N-(4-bromo-2-fluoro-3-(trifluoromethyl)phenyl)acetamide Tert-butyl-(E)-methyl(4-((3-(4,4,5,5-tetramethyl-1,3,2-dioxaborolan-2-yl)allyl)oxy)butyl)carbamate